OC=1C=C2CNC(C2=CC1)=O 5-hydroxyisoindolinone